ethyl 3-(5,7-dimethoxy-4-oxo-4H-chromen-2-yl)benzoate COC1=C2C(C=C(OC2=CC(=C1)OC)C=1C=C(C(=O)OCC)C=CC1)=O